4,6-bis(9H-carbazol-9-yl)isophthalic acid C1=CC=CC=2C3=CC=CC=C3N(C12)C1=C(C=C(C(=O)O)C(=C1)N1C2=CC=CC=C2C=2C=CC=CC12)C(=O)O